1,2,4-trimethyl-1,3-pentanediol di-n-butyrate C(CCC)(=O)OC(C(C(C(C)C)OC(CCC)=O)C)C